1-(4-((4-(2-(2-aminopyridin-3-yl)-5-phenyl-3H-imidazo[4,5-b]pyridin-3-yl)benzyl)carbamoyl)phenyl)-3-methyl-1H-pyrazole-5-carboxamide NC1=NC=CC=C1C1=NC=2C(=NC(=CC2)C2=CC=CC=C2)N1C1=CC=C(CNC(=O)C2=CC=C(C=C2)N2N=C(C=C2C(=O)N)C)C=C1